8-chloro-1-[(4S)-3,3-difluorotetrahydro-2H-pyran-4-yl]-2-[(5-methyl-1,2-Oxazol-3-yl)methyl]-1H-imidazo[4,5-c]Quinoline ClC1=CC=2C3=C(C=NC2C=C1)N=C(N3[C@@H]3C(COCC3)(F)F)CC3=NOC(=C3)C